ClC1=CC=C(C=C1)C1=NN2C(COCC2)=C1C1=C2C(=NC=C1)NN=C2 2-(4-Chlorophenyl)-3-(1H-pyrazolo[3,4-b]pyridin-4-yl)-6,7-dihydro-4H-pyrazolo[5,1-c][1,4]oxazine